N-[3-Fluoro-4-[2-[2-[[(3S)-3-piperidyl]amino]pyrimidin-4-yl]phenoxy]phenyl]2-chlorobenzenesulfonamide FC=1C=C(C=CC1OC1=C(C=CC=C1)C1=NC(=NC=C1)N[C@@H]1CNCCC1)NS(=O)(=O)C1=C(C=CC=C1)Cl